4-(8-((adamantan-1-yl)amino)octyl)-2-(2,6-dioxopiperidin-3-yl)-7-fluoroisoindoline-1,3-dione C12(CC3CC(CC(C1)C3)C2)NCCCCCCCCC2=C3C(N(C(C3=C(C=C2)F)=O)C2C(NC(CC2)=O)=O)=O